N1=CC=C(C=C1)C1=CC=C(C=C1)C(C(=O)O)C 2-(4-(pyridin-4-yl)phenyl)propionic acid